C12(CC3CC(CC(C1)C3)C2)CCNCCN2CCC(CC2)[C@@H](C)N2C(=C(C3=CC=CC=C23)C(=O)NCC=2C(NC(=CC2C)C)=O)C 1-((R)-1-(1-(2-((2-((3R,5R,7R)-adamantan-1-yl)ethyl)amino)ethyl)piperidin-4-yl)ethyl)-N-((4,6-dimethyl-2-oxo-1,2-dihydropyridin-3-yl)methyl)-2-methyl-1H-indole-3-carboxamide